ClC1=CC=C(C=C1)C1=C(C2=C(CCC1)C=C(C=C2)C(=O)O)C2=CC=C(C=C2)N2CCC(CC2)CN2CCN(CC2)C=2C=C1CN(C(C1=CC2)=O)[C@@H]2C(NC(CC2)=O)=O 6-(4-chlorophenyl)-5-[4-[4-[[4-[2-[(3S)-2,6-dioxo-3-piperidyl]-1-oxo-isoindolin-5-yl]piperazin-1-yl]methyl]-1-piperidyl]phenyl]-8,9-dihydro-7H-benzo[7]annulene-2-carboxylic acid